n-decyl triacontanoate C(CCCCCCCCCCCCCCCCCCCCCCCCCCCCC)(=O)OCCCCCCCCCC